C(C)(C)(C)OC(=O)N1C(OC[C@@H]1CC(CNC(=O)OC(C)(C)C)O[Si](C(C)C)(C(C)C)C(C)C)(C)C.COC=1C=C2C=CN(C2=CC1[N+](=O)[O-])C(C)=O 1-(5-methoxy-6-nitroindol-1-yl)ethan-1-one tert-butyl-(4S)-4-(3-((tert-butoxycarbonyl)amino)-2-((triisopropylsilyl)oxy)propyl)-2,2-dimethyloxazolidine-3-carboxylate